Isopropyl (Z)-3-(2-((5-(3-(phenylsulfonamido)phenyl)pent-4-en-1-yl)oxy)phenyl)propanoate C1(=CC=CC=C1)S(=O)(=O)NC=1C=C(C=CC1)\C=C/CCCOC1=C(C=CC=C1)CCC(=O)OC(C)C